1-chloroethyl 3-(2-acetoxyphenyl)propanoate C(C)(=O)OC1=C(C=CC=C1)CCC(=O)OC(C)Cl